3-[2-[7-fluoro-2-(hydroxymethyl)inden-5-yl]oxyethyl]oxazolidin-2-one FC=1C=C(C=C2C=C(CC12)CO)OCCN1C(OCC1)=O